N1=CC(=C2N1C=CC=N2)C(=O)NCC=2OC1=C(C2)C=CC=C1C(=O)OC(C(F)(F)F)C 1,1,1-Trifluoropropan-2-yl 2-((pyrazolo[1,5-a]pyrimidine-3-carboxamido)methyl)benzofuran-7-carboxylate